C=1N=CN2C1C1=CC=CC=C1C2C2[C@@H](C=1N=CC=NC1CC2)OC(C2=CC=C(C=C2)[N+](=O)[O-])=O 4-Nitrobenzoic acid (5S)-6-(5H-imidazo[5,1-a]isoindol-5-yl)-5,6,7,8-tetrahydroquinoxalin-5-yl ester